N1=NC=CC2=C1N=CS2 thiazolo[4,5-c]pyridazin